C(CSN=O)O S-nitrosomercaptoethanol